CN1C(C(=C(C2=CC=C(C=C12)OC1COCCC1)N1CCC(CC1)C=1OC(=NN1)C1=C(C=CC=C1)C)C(=O)N)=O 1-methyl-4-{4-[5-(2-methylphenyl)-1,3,4-oxadiazol-2-yl]piperidin-1-yl}-7-[(oxan-3-yl)oxy]-2-oxo-1,2-dihydroquinoline-3-carboxamide